3-methyl-1-(2-methyl-5-(1-methyl-7-oxo-6,7-dihydro-1H-pyrrolo[2,3-c]pyridin-3-yl)-4-phenoxyphenyl)pyrrolidine-2,5-dione CC1C(N(C(C1)=O)C1=C(C=C(C(=C1)C1=CN(C=2C(NC=CC21)=O)C)OC2=CC=CC=C2)C)=O